3-(trifluoromethyl)-6,6a,7,8,9,10-hexahydro-5H-pyrazino[1,2-a]pyrido[3,2-e]pyrimidin-5-one FC(C1=CC=2C(NC3N(C2N=C1)CCNC3)=O)(F)F